(S)-(+)-3-methyl-pentanol C[C@H](CCO)CC